N1=CC=C(C=C1)SCCSC1=CC=NC=C1 1,2-bis(4-pyridylthio)ethane